8-cyclopentyl-2-((3-fluoro-4-(piperazin-1-yl)phenyl)amino)-7-oxo-7,8-dihydropyrido[2,3-d]Pyrimidine-6-carbonitrile C1(CCCC1)N1C(C(=CC2=C1N=C(N=C2)NC2=CC(=C(C=C2)N2CCNCC2)F)C#N)=O